(1S,4s)-4-(8-(2,6-dichloro-4-cyanophenylamino)-2-((R)-1-ethylpiperidin-3-ylamino)-9H-purin-9-yl)cyclohexanecarboxamide ClC1=C(C(=CC(=C1)C#N)Cl)NC=1N(C2=NC(=NC=C2N1)N[C@H]1CN(CCC1)CC)C1CCC(CC1)C(=O)N